copper (II) monofluoroacetate FCC(=O)[O-].[Cu+2].FCC(=O)[O-]